FC1=C(C(=C(C=C1)OP(O)(O)=O)F)F trifluorophenylphosphoric acid